methyl (S)-7-((tetrahydro-2H-pyran-4-yl)methoxy)-1,2,3,4-tetrahydroisoquinoline-3-carboxylate O1CCC(CC1)COC1=CC=C2C[C@H](NCC2=C1)C(=O)OC